(R)-2-((Boc)amino)-2-methylhexanoic acid C(=O)(OC(C)(C)C)N[C@@](C(=O)O)(CCCC)C